ClC=1C=NC(=NC1)N1CCC(CC1)[C@@H]1[C@@H](C1)CCOC1=CC(=C(C=C1)CC(=O)O)F 2-(4-(2-((1S,2R)-2-(1-(5-chloropyrimidin-2-yl)piperidin-4-yl)cyclopropyl)ethoxy)-2-fluorophenyl)acetic acid